1-[1-(Difluoromethyl)cyclopropyl]-4-[(1-methyl-4-piperidinyl)amino]-6-oxo-pyridine-3-carboxylic acid FC(C1(CC1)N1C=C(C(=CC1=O)NC1CCN(CC1)C)C(=O)O)F